C(C)(=O)C=1C=C(C=NC1)B(O)O (5-acetylpyridine-3-yl)boronic acid